(2S,3R)-N,N-BIS(4-METHOXYBENZYL)-3-METHYL-1-(TETRAHYDRO-2H-PYRAN-4-YL)HEX-5-ENE-2-SULFONAMIDE COC1=CC=C(CN(S(=O)(=O)[C@@H](CC2CCOCC2)[C@@H](CC=C)C)CC2=CC=C(C=C2)OC)C=C1